CN1N=CC(=C1C)C1=NN2C(=NC=3C(=CC=CC3C2=N1)C(F)(F)F)N[C@H]1C(NCCCC1)=O (3R)-3-{[2-(1,5-dimethyl-1H-pyrazol-4-yl)-7-(trifluoromethyl)[1,2,4]triazolo[1,5-c]quinazolin-5-yl]amino}azepan-2-one